Isopentanal C(CC(C)C)=O